2-((2S)-1-acryloyl-4-(2-fluoro-3-methyl-2'-(((S)-1-methylpyrrolidin-2-yl)methoxy)-5',8'-dihydro-6'H-spiro[inden-1,7'-quinazolin]-4'-yl)piperazin-2-yl)acetonitrile C(C=C)(=O)N1[C@H](CN(CC1)C1=NC(=NC=2CC3(CCC12)C(=C(C1=CC=CC=C13)C)F)OC[C@H]1N(CCC1)C)CC#N